3-(4-Amino-2-oxa-8-azaspiro[4.5]decan-8-yl)-6-((2,3-dichlorophenyl)-thio)-1-methylpyrazin-2(1H)-on NC1COCC12CCN(CC2)C=2C(N(C(=CN2)SC2=C(C(=CC=C2)Cl)Cl)C)=O